NC1=C(C=C(C(=C1)F)Br)C=C=O (2-amino-5-bromo-4-fluorophenyl)ethenone